2-(4-pyridyl)thiazol-4-amine N1=CC=C(C=C1)C=1SC=C(N1)N